(R)-3-(4-((3,5-dichloro-4-((R)-3-chloro-2-hydroxypropoxy)phenyl)sulfonyl)phenoxy)propane-1,2-diol 6,7-dihydropyrimido[5,4-b][1,4]oxazine-8-carboxylate N1=CN=CC=2OCCN(C21)C(=O)O.ClC=2C=C(C=C(C2OC[C@H](CCl)O)Cl)S(=O)(=O)C2=CC=C(OC[C@@H](CO)O)C=C2